2-((R)-(2-(methoxymethyl)pyrrolidine-1-yl)benzo[d]oxazol-6-yl)-4-oxo-1,4-dihydropyridine-3-carboxylic acid COC[C@@H]1N(CCC1)C=1OC2=C(N1)C=CC(=C2)C=2NC=CC(C2C(=O)O)=O